tert-butyl 4-((1-(4-fluorophenyl)-N-methyl-1,2,3,4-tetrahydroisoquinoline-2-carboxamido)methyl)piperidine-1-carboxylate FC1=CC=C(C=C1)C1N(CCC2=CC=CC=C12)C(=O)N(C)CC1CCN(CC1)C(=O)OC(C)(C)C